5-(2-methoxyphenyl)-N-(5-(4-(pyrrolidine-1-carbonyl)phenyl)thiazolo[5,4-b]pyridin-2-yl)pyridazine-4-carboxamide COC1=C(C=CC=C1)C=1C(=CN=NC1)C(=O)NC=1SC2=NC(=CC=C2N1)C1=CC=C(C=C1)C(=O)N1CCCC1